C(=O)(O)C1=CC=C(C=C1)C1=C(C=C(C=C1)Cl)Cl 4-carboxy-2',4'-dichloro-[1,1'-biphenyl]